C1=CC=CC=2SC3=C(C21)C=CC=C3 dibenzo[B,D]thiophene